3-[(tert-butoxycarbonyl)amino]-1H-indole-5-carboxylic acid C(C)(C)(C)OC(=O)NC1=CNC2=CC=C(C=C12)C(=O)O